5-fluorothiophen FC1=CC=CS1